C(=O)=P(C1=CC=CC=C1)(C1=CC=CC=C1)C1=CC=CC=C1.[Ir] iridium carbonyldihydrido(triphenylphosphine)